2-oxopyrrolidine-3-carboxamide O=C1NCCC1C(=O)N